6-[5-(4-fluorophenyl)-1,2,4-triazol-1-yl]imidazo[1,2-a]pyridine FC1=CC=C(C=C1)C1=NC=NN1C=1C=CC=2N(C1)C=CN2